1-(tetrahydro-2H-pyran-4-yl)-4-(4,4,5,5-tetramethyl-1,3,2-dioxaborolane-2-yl)-1H-pyrazole O1CCC(CC1)N1N=CC(=C1)B1OC(C(O1)(C)C)(C)C